ethylmethaneSulphonate C(C)CS(=O)(=O)[O-]